methyl 4,6-dichloro-7-(3-methoxy-2,6-dimethylphenyl)-2-methyl-7H-pyrrolo[2,3-d]pyrimidine-5-carboxylate ClC=1C2=C(N=C(N1)C)N(C(=C2C(=O)OC)Cl)C2=C(C(=CC=C2C)OC)C